N-((isoquinolin-5-yl)methylene)-2-methylpropane-2-sulfinamide C1=NC=CC2=C(C=CC=C12)C=NS(=O)C(C)(C)C